2-acetoxy-N-[3-[3-(1-piperidylmethyl)phenoxy]propyl]acetamide C(C)(=O)OCC(=O)NCCCOC1=CC(=CC=C1)CN1CCCCC1